(R or S)-2-(4-(2-(((S)-((S)-5-cyano-1,2,3,4-tetrahydroquinolin-3-yl)(phenyl)methyl)amino)ethyl)phenyl)propanoic acid C(#N)C1=C2C[C@@H](CNC2=CC=C1)[C@@H](C1=CC=CC=C1)NCCC1=CC=C(C=C1)[C@H](C(=O)O)C |o1:28|